CCCC1=CC=CC(=C1)C 1-METHYL-3-N-PROPYLBENZENE